COC=1C=C(C=C(C1)OC)CCN racemic-(3,5-dimethoxyphenyl)ethylamine